OC(CCCCCCCCCC(=O)O)CC=CCC=CCCCCCCCCCCC 11-hydroxy-octacosa-13,16-dienoic acid